(4Z)-4-(1,3-Benzothiazol-6-ylmethylene)-2-[[(1R,2R,3R,5S)-2,6,6-trimethylnorpinan-3-yl]amino]-1H-imidazol-5-one 5-oxo-5-((4-(trifluoromethyl)benzyl)amino)pentanoate O=C(CCCC(=O)O)NCC1=CC=C(C=C1)C(F)(F)F.S1C=NC2=C1C=C(C=C2)\C=C\2/N=C(NC2=O)N[C@H]2[C@@H]([C@@H]1C([C@H](C2)C1)(C)C)C